BrC=1C2=C(SC1C(F)(F)P(OCC)(OCC)=O)C=CC(=C2)C(N[C@H](C)C=2N=NC=CC2)=O |o1:23| diethyl (R or S)-((3-bromo-5-((1-(pyridazin-3-yl)ethyl)carbamoyl)benzo[b]thiophen-2-yl)difluoromethyl)phosphonate